2,2-bis(4,4-di(tert-butylperoxy)cyclohexyl)propane C(C)(C)(C)OOC1(CCC(CC1)C(C)(C)C1CCC(CC1)(OOC(C)(C)C)OOC(C)(C)C)OOC(C)(C)C